N-(5-fluoropyridin-3-yl)propanamide FC=1C=C(C=NC1)NC(CC)=O